FC=1C=NC=CC1NC12CC(C1)(C2)C(=O)O 3-((3-fluoropyridin-4-yl)amino)bicyclo[1.1.1]pentane-1-carboxylic acid